1,3-bis(hydroxymethyl)adamantane OCC12CC3(CC(CC(C1)C3)C2)CO